3-((4,4-dimethylpentyl)oxy)-1H-pyrazole CC(CCCOC1=NNC=C1)(C)C